C(=O)[C@@H]1[C@H](CCCC1)NC(OC(C)(C)C)=O tert-butyl ((1S,2S)-2-formylcyclohexyl)carbamate